FC(C1(CCC2(OCCO2)CC1)OC)F 8-(difluoromethyl)-8-methoxy-1,4-dioxaspiro[4.5]decane